5-[2-Isopropyl-4-methoxy-5-(4-methyl-thiophen-3-yl)-phenoxy]-pyrimidine-2,4-diamine C(C)(C)C1=C(OC=2C(=NC(=NC2)N)N)C=C(C(=C1)OC)C1=CSC=C1C